OC1CCN(CC1)C1=CC=C(C=C1)C1C(NC(CC1)=O)=O 3-(4-(4-Hydroxypiperidin-1-yl)phenyl)piperidine-2,6-dione